1-{[(3aR,4S,6aS)-2-(cyanoacetyl)octahydrocyclopenta[c]pyrrol-4-yl]oxy}-7-(propan-2-yloxy)isoquinoline-6-carboxamide C(#N)CC(=O)N1C[C@@H]2[C@H](C1)[C@H](CC2)OC2=NC=CC1=CC(=C(C=C21)OC(C)C)C(=O)N